O1N=CC(=C1)C1=NNC2=CC=C(C=C12)N 3-(1,2-oxazol-4-yl)-1H-indazol-5-amine